CO[C@@H]1[C@H](CCCC1)N |r| rac-(1S,2S)-2-methoxycyclohexanamine